C(C)N(C=1C=CC=2C3(C4=CC=C(C(=C4OC2C1)CF)O[C@@H]1O[C@@H]([C@@H]([C@@H]([C@H]1O)O)O)CO)OCC1=CC=CC=C13)CC (2S,3R,4S,5R,6R)-2-((3'-(diethylamino)-5'-(fluoromethyl)-3H-spiro[isobenzofuran-1,9'-xanthen]-6'-yl)oxy)-6-(hydroxymethyl)tetrahydro-2H-pyran-3,4,5-triol